ClC[Si](OCCC)(C)C chloromethyl-(dimethyl)propoxysilane